BrC=1C(=NC=CC1)[C@H](C)OC[C@H](C)O (S)-1-((S)-1-(3-bromopyridin-2-yl)ethoxy)propan-2-ol